(9,9-di-n-decylfluorene) bromide [Br-].C(CCCCCCCCC)C1(C2=CC=CC=C2C=2C=CC=CC12)CCCCCCCCCC